NC1=CC(=NC=C1)OC 4-amino-2-methoxypyridine